6-bromo-4-((1-(3-nitro-5-(trifluoromethyl)phenyl)ethyl)amino)phthalazin-1(2H)-one BrC=1C=C2C(=NNC(C2=CC1)=O)NC(C)C1=CC(=CC(=C1)C(F)(F)F)[N+](=O)[O-]